methyl (E)-2-(benzylideneamino)-2-phenylacetate C(/C1=CC=CC=C1)=N\C(C(=O)OC)C1=CC=CC=C1